FC1=CC=C(C=C1)C#CC(CCC(=O)C1=CC=CC=C1)CC(F)(F)F 6-(4-fluorophenyl)-1-phenyl-4-(2,2,2-trifluoroethyl)hex-5-yn-1-one